NC=1C=C(C=CC1C(C(=O)N)Cl)C1=CC=CC=C1 (3-amino-[1,1'-biphenyl]-4-yl)-2-chloroacetamide